2-(4-cyclopropyl-6-methoxypyrimidin-5-yl)-8-({4-[1-methyl-4-(trifluoromethyl)imidazol-2-yl]phenyl}methyl)-6-(piperazin-1-ylmethyl)pyrido[2,3-d]pyrimidin-7-one C1(CC1)C1=NC=NC(=C1C=1N=CC2=C(N1)N(C(C(=C2)CN2CCNCC2)=O)CC2=CC=C(C=C2)C=2N(C=C(N2)C(F)(F)F)C)OC